C(C)C=1C=C(C=CC1C=O)OB(O)O 3-ethyl-4-formylphenyl-boric acid